C1(CCCCC1)NC(C(C=1C=NC=CC1)N(C(=O)[C@@H]1N(C[C@@H](C1)O)C(=O)OC(C)(C)C)C1=CC(=C(C=C1)C1CC1)F)=O (2R,4R)-tert-butyl 2-((2-(cyclohexylamino)-2-oxo-1-(pyridin-3-yl)ethyl)(4-cyclopropyl-3-fluorophenyl)carbamoyl)-4-hydroxypyrrolidine-1-carboxylate